OC(CC)CC 2-hydroxy-1,3-dimethylpropane